(2S)-10-amino-2-cyclopropyl-3,3,9-trifluoro-7-methyl-2,4-dihydro-1H-[1,4]oxazepino[2,3-c]quinolin-6-one NC1=CC=2C3=C(C(N(C2C=C1F)C)=O)OCC([C@@H](N3)C3CC3)(F)F